[Zr+].CN1C(C=CC=C1)N N-methyl-aminopyridine Zirconium (i)